1-Methyl-6-oxo-N-(5-(4-(trifluoromethyl)phenoxy)-2,3-dihydrobenzofuran-7-yl)piperazine-2-carboxamide CN1C(CNCC1=O)C(=O)NC1=CC(=CC=2CCOC21)OC2=CC=C(C=C2)C(F)(F)F